NCCC=1C=NC(=NC1)C1=C(C=C(C#N)C=C1)OC=1N(N=C(C1)N(C)CC(F)F)C 4-[5-(2-aminoethyl)pyrimidin-2-yl]-3-[5-[2,2-difluoroethyl(methyl)amino]-2-methylpyrazol-3-yl]oxybenzonitrile